((4'-((2-ethyl-1H-imidazol-1-yl)methyl)-3'-fluoro-5-isobutyl-[1,1'-biphenyl]-2-yl)sulfonyl)carbamic acid methyl ester COC(NS(=O)(=O)C1=C(C=C(C=C1)CC(C)C)C1=CC(=C(C=C1)CN1C(=NC=C1)CC)F)=O